C(C=C)(=O)N1[C@H](CN(CC1)C1=NC(=NC=2C[C@@H](CCC12)N1CCCC2=CC=CC(=C12)C#N)OC[C@H]1N(CCC1)C)CC#N 1-((R)-4-((S)-4-Acryloyl-3-(cyanomethyl)piperazin-1-yl)-2-(((S)-1-methylpyrrolidin-2-yl)methoxy)-5,6,7,8-tetrahydroquinazolin-7-yl)-1,2,3,4-tetrahydroquinoline-8-carbonitrile